2-(chloromethyl)-4-(difluoromethyl)-7-methoxy-1-((2-(trimethylsilyl)ethoxy)methyl)-1H-pyrrolo[2,3-c]pyridine ClCC1=CC=2C(=C(N=CC2C(F)F)OC)N1COCC[Si](C)(C)C